(2-(difluoromethyl)-3-((2-bromophenyl)sulfonyl)phenyl)piperazine FC(C1=C(C=CC=C1S(=O)(=O)C1=C(C=CC=C1)Br)N1CCNCC1)F